propan-2-amine-d6 C(C(C([2H])[2H])(N)[2H])([2H])([2H])[2H]